(1R,4r)-4-Hydroxy-4-((R)-5H-imidazo[5,1-a]isoindol-5-yl)cyclohexan-1-carboxamid OC1(CCC(CC1)C(=O)N)[C@@H]1N2C(C3=CC=CC=C13)=CN=C2